C(C)OC(=O)[C@H]1C2CCC([C@@H]1NC1=NC(=NC(=C1F)C=1SC(=CC1)Cl)Br)CC2.C2(=CC=CC1=CC=CC=C21)C=2C1=CC=CC=C1C=C1C=CC=CC21 9-(naphthalene-1-yl)anthracene (2S,3S)-ethyl-3-((2-bromo-6-(5-chlorothiophen-2-yl)-5-fluoropyrimidin-4-yl)amino)bicyclo[2.2.2]octane-2-carboxylate